Methyl (S)-3-(2'-(but-3-en-1-yloxy)-6'-methyl-[1,1'-biphenyl]-3-yl)-3-((tert-butoxycarbonyl)amino)propanoate C(CC=C)OC1=C(C(=CC=C1)C)C1=CC(=CC=C1)[C@H](CC(=O)OC)NC(=O)OC(C)(C)C